NC1=NC2=CC=C(C=C2C(=N1)NNC(=O)[C@H]1CN(CCC1)C=1C=NN(C1)C)Cl |o1:15| (R or S)-N'-(2-amino-6-chloroquinazolin-4-yl)-1-(1-methyl-1H-pyrazol-4-yl)piperidine-3-carbohydrazide